OCC=1CCOC1 4-hydroxymethyl-dihydrofuran